ethyl 3-cyclopentadecyl-propanoate C1(CCCCCCCCCCCCCC1)CCC(=O)OCC